4-PROPOXY-2-METHYLPHENYLBORONIC ACID C(CC)OC1=CC(=C(C=C1)B(O)O)C